1,4-Bis(4-amino-2-trifluoromethyl-phenyl)benzene NC1=CC(=C(C=C1)C1=CC=C(C=C1)C1=C(C=C(C=C1)N)C(F)(F)F)C(F)(F)F